CN(CC(=O)NC1=CC=2C3=CC=CC=C3C(NC2C=C1)=O)C 2-(dimethylamino)-N-(6-oxo-5H-phenanthridin-2-yl)acetamide